S(=O)(=O)(O)CC.C(C)S(=O)(=O)O Ethanesulfonic Acid (Esylate) Salt